C(C1=CC=CC=C1)OC(=O)N1CCC(CC1)CC1CC2(CN(C2)C(=O)OC(C)(C)C)C1 Tert-butyl 6-[(1-benzyloxycarbonyl-4-piperidyl)methyl]-2-azaspiro[3.3]heptane-2-carboxylate